N1(C=NC=C1)CC1=CC(=C(C=C1)[C@@H]1[C@H](C1)C(=O)O)C (1S,2S)-2-(4-((1H-Imidazol-1-yl)methyl)-2-methylphenyl)cyclopropane-1-carboxylic acid